C(C)OP(=O)(OCC)CC(=O)OC(C)(C)C tert-butyl diethylphosphonoacetate